FC=1C=C(C=CC1OC1=CC=NC2=CC(=CN=C12)OC)NC(=O)C=1C(=NC(=C(C1O)C(C)C)C)C N-[3-Fluoro-4-[(7-methoxy-1,5-naphthyridin-4-yl)oxy]phenyl]-4-hydroxy-2,6-dimethyl-5-propan-2-ylpyridine-3-carboxamide